Ethyl 7-bromo-2,2-dimethylheptanoate BrCCCCCC(C(=O)OCC)(C)C